4-bromo-5-(4-fluoro-2,6-dimethylphenoxy)-1-(3-fluoropropyl)pyridin-2(1H)-one BrC1=CC(N(C=C1OC1=C(C=C(C=C1C)F)C)CCCF)=O